C(C)OC(C(C(=N)N)N)=O 2,3-diamino-3-iminopropionic acid ethyl ester